1-(3-(((1-(3-(2,3-dichlorophenyl)-1H-pyrazolo[3,4-b]pyrazin-6-yl)-4-methylpiperidin-4-yl)amino)methyl)phenyl)dihydropyrimidine-2,4(1H,3H)-dione ClC1=C(C=CC=C1Cl)C1=NNC2=NC(=CN=C21)N2CCC(CC2)(C)NCC=2C=C(C=CC2)N2C(NC(CC2)=O)=O